N-(3-chloro-4-fluorophenyl)-4-(3-methylureido)-2-toluenesulfonyl-2,4,5,6-tetrahydrocyclopenta[c]pyrrole-1-carboxamide ClC=1C=C(C=CC1F)NC(=O)C=1N(C=C2C1CCC2NC(=O)NC)S(=O)(=O)CC2=CC=CC=C2